ClCC(=O)NCCNC1=NC2=CC(=C(C=C2C(=N1)NCCCCCCN(C)C)OC)OC 2-chloro-N-(2-((4-((6-(dimethylamino)hexyl)amino)-6,7-dimethoxyquinazolin-2-yl)amino)ethyl)acetamide